C(C)OC([C@H](C1CC1)OC1=C(C=C(C(=C1)F)Br)C1=NOCC1OCCCC)=O (2S)-2-[4-bromo-5-fluoro-2-(4-butoxy-4,5-dihydroisoxazol-3-yl)phenoxy]-2-cyclopropylacetic acid ethyl ester